butyl-3-methylpyridinium bis(trifluoromethanesulfonyl)imide [N-](S(=O)(=O)C(F)(F)F)S(=O)(=O)C(F)(F)F.C(CCC)[N+]1=CC(=CC=C1)C